FC(F)C1=NN(C=C1)C1CCOCC1 difluoromethyl-1-(tetrahydro-2H-pyran-4-yl)-1H-pyrazole